ClC=1C=C(C=CC1CCCNC)C(C(=O)NCC=1C=C2CN(C(C2=CC1)=O)C1C(NC(CC1)=O)=O)(F)F 2-(3-chloro-4-(3-(methylamino)propyl)phenyl)-N-((2-(2,6-dioxopiperidin-3-yl)-1-oxoisoindolin-5-yl)methyl)-2,2-difluoroacetamide